6-(2-(3-chlorophenyl)-2,2-difluoroacetyl)-2-(1-(5-isopropylpyridin-3-yl)cyclopropyl)-3,5,6,7,8,9-hexahydro-4H-pyrimido[5,4-c]azepin-4-one ClC=1C=C(C=CC1)C(C(=O)N1CC2=C(CCC1)N=C(NC2=O)C2(CC2)C=2C=NC=C(C2)C(C)C)(F)F